4-Amino-N,N-DIMETHYLPIPERIDINE-1-sulfonamide NC1CCN(CC1)S(=O)(=O)N(C)C